C(#N)C1=NC(=NC=C1)NC=1C=C(NN1)[C@@H]1C[C@@H](CC1)OC(=O)NC(C)C (Propan-2-ylamino)methanoic acid-(1R,3S)-3-{5-[(4-cyanopyrimidin-2-yl)amino]-2H-pyrazol-3-yl}cyclopentylester